CNC(C1=NC=C(C=C1)N1CCN(CC1)CC1=CC=C2CN(C(NC2=C1)=O)C)=O N-methyl-5-(4-((3-methyl-2-oxo-1,2,3,4-tetrahydroquinazolin-7-yl)methyl)piperazin-1-yl)picolinamide